N1=C(N=CC=C1)N1CCN(CC1)C(=O)C=1C=C(C=CC1)N1C(NC(C2=CC=CC=C12)=O)=O 1-(3-(4-(Pyrimidin-2-yl)piperazine-1-carbonyl)phenyl)quinazoline-2,4(1H,3H)-dione